(2S,6S)-2-(cyanomethyl)-6-methyl-4-(2-((1-(pyrrolidin-1-ylmethyl)cyclopropyl)methoxy)-5,6,7,8-tetrahydropyrido[3,4-d]pyrimidin-4-yl)piperazine-1-carboxylic acid benzyl ester C(C1=CC=CC=C1)OC(=O)N1[C@H](CN(C[C@@H]1C)C=1C2=C(N=C(N1)OCC1(CC1)CN1CCCC1)CNCC2)CC#N